CN1C=NC=C1C=1C=CC=C2C(CCOC12)CNC(OC(C)(C)C)=O tert-butyl (8-(1-methyl-1H-imidazol-5-yl)chroman-4-yl)methylcarbamate